ClC1=CC=C(C=C1)C(C(=O)NCC=1SC=C2C1CN(C2=O)C2C(NC(CC2)=O)=O)=O 2-(4-chloro-phenyl)-N-((5-(2,6-dioxopiperidin-3-yl)-4-oxo-5,6-dihydro-4H-thieno[3,4-c]pyrrol-1-yl)methyl)-2-oxoacetamide